(2-ethyl-2H-tetrazol-5-yl)-2-iodobenzamide C(C)N1N=C(N=N1)C=1C(=C(C(=O)N)C=CC1)I